Gold-bismuth oxide [Bi]=O.[Au]